C1(CCC1)OC=1C(=CC=2C(N1)=NN(C2)[C@H]2COCCC2)C(=O)NC=2C=NN1C2N=CC(=C1)C (R)-6-cyclobutoxy-N-(6-methylpyrazolo[1,5-a]pyrimidin-3-yl)-2-(tetrahydro-2H-pyran-3-yl)-2H-pyrazolo[3,4-b]pyridine-5-carboxamide